Cl.NC1=C(C=CC=C1)C=1C=NC=C(C(=O)NC=2C=NC(=C(C2)Cl)N2N=CC=N2)C1C 5-(2-aminophenyl)-N-(5-chloro-6-(2H-1,2,3-triazol-2-yl)pyridin-3-yl)-4-methylnicotinamide hydrochloride